BrC=1C2=C(C3=C(N=C(N=C3C1F)C)O)COC2 6-Bromo-5-fluoro-3-methyl-7,9-dihydrofuro[3,4-f]quinazolin-1-ol